O(C1=CC=CC=C1)C1=NC(=CC2=C1N(C=N2)C(C)C)C2=CC=C1C(=C2)N(C(C12CCNCC2)=O)C2CC(C2)N2CCCCC2 6-[4-phenoxy-3-(propan-2-yl)-3H-imidazo[4,5-c]pyridin-6-yl]-1-[(1s,3s)-3-(piperidin-1-yl)cyclobutyl]-1,2-dihydrospiro[indole-3,4'-piperidin]-2-one